COC([O-])=O methyl-carbonate